ClC1=CN=C(C=C1C(=O)OC)N(S(=O)(=O)CC)C methyl 5-chloro-2-(N-methylethylsulfonamido)isonicotinate